5-(2-chloro-6-methylpyridin-4-yl)-6-(2-fluorophenyl)tetrazolo[1,5-a]pyrazin-8-amine ClC1=NC(=CC(=C1)C1=C(N=C(C=2N1N=NN2)N)C2=C(C=CC=C2)F)C